(2R,6R)-2,6-dimethyl-morpholine C[C@@H]1CNC[C@H](O1)C